2'-[(1,1'-biphenyl-4,4'-diyl)dioxy]diethanol C1(=CC=C(C=C1)OCCO)C1=CC=C(C=C1)OCCO